1H-Imidazol-4-ylmethanol N1C=NC(=C1)CO